C(C)(=O)C1=NN(C2=CC=C(C=C12)Br)CC(=O)C1N([C@@H]2C[C@H]2C1)C(=O)OC(C)(C)C tert-Butyl (1R,5S,5R)-3-(2-(3-acetyl-5-bromo-1H-indazol-1-yl)acetyl)-2-azabicyclo[3.1.0]hexane-2-carboxylate